bis(salicylic acid) palladium (II) [Pd+2].C(C=1C(O)=CC=CC1)(=O)O.C(C=1C(O)=CC=CC1)(=O)O